7-(3-methyl-2-oxo-1,3-benzoxazol-6-yl)-N-(4-phenylbutyl)-4,7-diazaspiro[2.5]octan-4-carboxamide CN1C(OC2=C1C=CC(=C2)N2CCN(C1(CC1)C2)C(=O)NCCCCC2=CC=CC=C2)=O